BrC1=C(C=C2C(=NC(=NC2=C1F)Cl)Cl)F 7-bromo-2,4-dichloro-6,8-difluoroquinazoline